C(#N)CNC(=O)C=1N=NN(C1)CCC(CN1N=NC(=C1)C(NCC1=C(C=CC(=C1)OC(F)(F)F)F)=O)F N-(cyanomethyl)-1-{3-fluoro-4-[4-({[2-fluoro-5-(trifluoromethoxy)phenyl]methyl}carbamoyl)-1H-1,2,3-triazol-1-yl]butyl}-1H-1,2,3-triazole-4-carboxamide